C1(CCC1)OCC1=CC=CC=2N1N=NN2 5-(cyclobutoxymethyl)tetrazolo[1,5-a]pyridine